2-ethyl-6-propyl-1,4-phenylene oxide C(C)C1=C2C(=CC(=C1)O2)CCC